BrC1=C(NC)C(=CC=C1)C(=C)C1=C(C=CC=C1)Cl 2-Bromo-6-(1-(2-chlorophenyl)vinyl)-N-methylaniline